1'-(tert-Butyloxycarbonyl)-6-fluoro-2H-spiro[benzofuran-3,4'-piperidine]-5-carboxylic acid C(C)(C)(C)OC(=O)N1CCC2(CC1)COC1=C2C=C(C(=C1)F)C(=O)O